Ethyl (Z)-2-(4-benzyl-2-(hexylimino)-5-oxo-2,5-dihydrofuran-3-yl)acetate C(C1=CC=CC=C1)C1=C(/C(/OC1=O)=N/CCCCCC)CC(=O)OCC